C(#N)C1=CC(=C(OC2=NC=C(C=C2C(=O)O)C2CCOCC2)C=C1)OC 2-(4-cyano-2-methoxy-phenoxy)-5-tetrahydropyran-4-yl-pyridine-3-carboxylic acid